5-methoxy-3-methyl-imidazo[1,2-a]Pyridine-7-carboxylic acid COC1=CC(=CC=2N1C(=CN2)C)C(=O)O